((3-Bromophenyl)imino)dimethyl-λ6-sulfanone BrC=1C=C(C=CC1)N=S(=O)(C)C